CC1(CN(C1)C1=NC=C2C(=N1)N(N=C2C=2C(=C(C(=C(C2)C(F)(F)F)F)O)F)C)C 3-(6-(3,3-Dimethylazetidin-1-yl)-1-methyl-1H-pyrazolo[3,4-d]pyrimidin-3-yl)-2,6-difluoro-5-(trifluoromethyl)phenol